OC=1C=C(C=CC1O)C(C(=O)O)(O)C 3,4-dihydroxyphenyl-lactic acid